CN(C(=N)N[N+](=O)[O-])N=O The molecule is an N-nitroguanidine compound having nitroso and methyl substituents at the N'-position It has a role as an alkylating agent. It derives from a nitroguanidine.